2-(furan-2-yl)-4-methyl-tetrahydropyran-4-ol O1C(=CC=C1)C1OCCC(C1)(O)C